(R,E)-3-(1-(((9H-fluoren-9-yl)methoxy)carbonyl)azetidin-2-yl)acrylic acid C1=CC=CC=2C3=CC=CC=C3C(C12)COC(=O)N1[C@H](CC1)/C=C/C(=O)O